(R)-4-((1-(Hydroxymethyl)cyclobutyl)amino)-2-(4-(thieno[2,3-d]thiazol-2-yl)piperidin-1-yl)-6,7-dihydrothieno[3,2-d]pyrimidine 5-oxide OCC1(CCC1)NC=1C2=C(N=C(N1)N1CCC(CC1)C=1SC3=C(N1)SC=C3)CC[S@]2=O